4-(dibutylamino)-2-isopropylbenzaldehyde C(CCC)N(C1=CC(=C(C=O)C=C1)C(C)C)CCCC